tert-Butyl (Z)-2-(6-(2-(6-(3,3-difluoropyrrolidin-1-yl)pyrazin-2-yl)-2-fluorovinyl)-3-phenoxy-2-(trifluoromethyl)phenyl)-2,9-diazaspiro[5.5]undecane-9-carboxylate FC1(CN(CC1)C1=CN=CC(=N1)/C(=C/C1=CC=C(C(=C1N1CC2(CCC1)CCN(CC2)C(=O)OC(C)(C)C)C(F)(F)F)OC2=CC=CC=C2)/F)F